(R)-5-(2-(benzyloxy)-4-(trifluoromethyl)phenyl)-N-methyl-N-(piperidin-3-yl)imidazo[1,2-d][1,2,4]triazin-8-amine C(C1=CC=CC=C1)OC1=C(C=CC(=C1)C(F)(F)F)C1=NN=C(C=2N1C=CN2)N([C@H]2CNCCC2)C